(4-cyano-4-methylpentyl)-4-methoxybenzenesulfonamide C(#N)C(CCCC1=C(C=CC(=C1)OC)S(=O)(=O)N)(C)C